The molecule is a pentacyclic triterpenoid saponin isolated from the aerial parts of Dianthus versicolor. It has been shown to exhibit cytotoxic activity against a panel of cancer cell lines. It has a role as an antineoplastic agent and a plant metabolite. It is a carboxylic ester, a hydroxy carboxylic acid, a pentacyclic triterpenoid, a tetrasaccharide derivative and a triterpenoid saponin. It derives from a 3-hydroxy-3-methylglutaric acid and a 16alpha-hydroxygypsogenic acid. It derives from a hydride of an oleanane. C[C@]12CC[C@@H]([C@@]([C@@H]1CC[C@@]3([C@@H]2CC=C4[C@]3(C[C@H]([C@@]5([C@H]4CC(CC5)(C)C)C(=O)O[C@H]6[C@@H]([C@H]([C@@H]([C@H](O6)CO[C@H]7[C@@H]([C@H]([C@@H]([C@H](O7)COC(=O)C[C@](C)(CC(=O)O)O)O)O)O[C@H]8[C@@H]([C@H]([C@@H]([C@H](O8)CO)O)O)O)O)O[C@H]9[C@@H]([C@H]([C@@H]([C@H](O9)CO)O)O)O)O)O)C)C)(C)C(=O)O)O